6-Octadecenyl 3-methylbutanoate CC(CC(=O)OCCCCCC=CCCCCCCCCCCC)C